(3SR,4RS)-3-(5-azidopentyl)-8-hydroxy-4,5-dimethyl-6-oxo-4,6-dihydro-3H-isochromene-7-carboxylic acid N(=[N+]=[N-])CCCCC[C@@H]1OC=C2C(=C(C(C(=C2[C@H]1C)C)=O)C(=O)O)O |r|